OCCN1CCN(CC1)CCNC=C1C(C(C(CC1=O)C1=CC=CC=C1)(C#N)C)=O 3-(((2-(4-(2-hydroxyethyl)piperazin-1-yl)ethyl)amino)methylene)-1-methyl-2,4-dioxo-6-phenylcyclohexane-1-carbonitrile